C(C)C1=C2C(=CC(=C1)O2)CCC 2-ethyl-6-propyl-1,4-phenylene ether